chloro-5-(methoxymethyl)-[2,3'-bipyridine] ClC=1C(=NC=C(C1)COC)C=1C=NC=CC1